ClC=1C(=C(C=CC1Cl)NC1=NC=NC2=CC=C(C=C12)C1=CCCN(C1)C(C#C)=O)F 1-(5-(4-((3,4-dichloro-2-fluorophenyl)amino)quinazolin-6-yl)-3,6-dihydropyridin-1(2H)-yl)prop-2-yn-1-one